[(4S)-4-ethyl-1-[[3-fluoro-5-[[(1R,2R)-2-hydroxyindan-1-yl]carbamoyl]phenyl]methyl]-4-isobutyl-6-oxo-hexahydropyrimidin-2-ylidene]ammonium C(C)[C@]1(NC(N(C(C1)=O)CC1=CC(=CC(=C1)C(N[C@H]1[C@@H](CC2=CC=CC=C12)O)=O)F)=[NH2+])CC(C)C